(dithiadiphosphetane)-2,4-disulfide S1S(PP1=S)=S